2-(6-methoxypyridin-3-yl)-4-morpholin-4-ylthiophene COC1=CC=C(C=N1)C=1SC=C(C1)N1CCOCC1